CC1=NC2=CC3=C(C=C2C=N1)N(C(C(O3)(C)C)=O)C 2,6,8,8-tetramethyl-6H-[1,4]oxazino[3,2-g]quinazolin-7(8H)-one